1-(1-amino-3-{[(cis)-4-phenylcyclohexyl]oxy}propan-2-yl)-3-ethyl-1,2-dihydropyridin-2-one NCC(CO[C@@H]1CC[C@@H](CC1)C1=CC=CC=C1)N1C(C(=CC=C1)CC)=O